[Na].C(CC)ONNC(=O)N=N Propoxycarbazone Natrium